C1(=CC=CC=C1)N=NC(C#N)C#N phenyl-azopropanedinitrile